NC1=C(C=C(C(=C1C#N)C(=O)C1=C(C=C(C=C1)F)Cl)[N+](=O)[O-])C=C 6-amino-2-[(2-chloro-4-fluorophenyl)carbonyl]-3-nitro-5-vinylbenzene-1-carbonitrile